ClC=1N(N=C2C(N(N=CC21)C2[C@H]1COC[C@@H]21)=O)CC2=C(C=CC=C2F)Cl 3-chloro-2-[(2-chloro-6-fluoro-phenyl)methyl]-6-[(1R,5S)-3-oxabicyclo[3.1.0]hexan-6-yl]pyrazolo[3,4-d]pyridazin-7-one